bis(3,5-dibromosalicyl) succinate C(CCC(=O)OCC=1C(O)=C(C=C(C1)Br)Br)(=O)OCC=1C(O)=C(C=C(C1)Br)Br